2-(1-(tert-Butyl)-1H-pyrazol-3-yl)-3-isopropylimidazo[2,1-f][1,2,4]triazin-4(3H)-one C(C)(C)(C)N1N=C(C=C1)C1=NN2C(C(N1C(C)C)=O)=NC=C2